C(CCCC)(=S)[O-].[K].OC1=CC=C(C=C1)[S+](C)CC1=CC=C(C=C1)[N+](=O)[O-] 4-hydroxyphenyl-(4-nitrobenzyl)methyl-sulfonium potassium thiopentanoate